C1(CC1)C1=C2C(=NC(=C1)NC1=C(C=C(C=C1)S(=O)(=O)N1CCC(CC1)N1CCOCC1)OC)NC=C2C#N 4-cyclopropyl-6-((2-methoxy-4-((4-morpholinopiperidin-1-yl)sulfonyl)phenyl)amino)-1H-pyrrolo[2,3-b]pyridine-3-carbonitrile